3-(1-methyl-1H-pyrazol-4-yl)-N-(4-(4-oxobutyl)-1-phenyl-1H-imidazol-2-yl)benzamide didecyl-8,8'-((5-((dimethylamino)methyl)-1,3-phenylene)bis(oxy))dioctanoate C(CCCCCCCCC)OC(CCCCCCCOC=1C=C(C=C(C1)CN(C)C)OCCCCCCCC(=O)OCCCCCCCCCC)=O.CN1N=CC(=C1)C=1C=C(C(=O)NC=2N(C=C(N2)CCCC=O)C2=CC=CC=C2)C=CC1